C(C)(C)(C)N1CCN(CC1)C1=NNC(=C1)C(C)OC tert-butyl-4-(5-(1-methoxyethyl)-1H-pyrazol-3-yl)piperazine